ethyl (2S)-1-[5-[[5-(1H-benzimidazol-2-yl)-1-[(4-methoxyphenyl)-methyl]pyrazol-3-yl] carbamoyl]-2-pyridyl]pyrrolidine-2-carboxylate N1C(=NC2=C1C=CC=C2)C2=CC(=NN2CC2=CC=C(C=C2)OC)NC(=O)C=2C=CC(=NC2)N2[C@@H](CCC2)C(=O)OCC